C(C)(C)N(C(C)=O)C=1SC=C(C1C(=O)O)C 2-(N-isopropylacetamido)-4-methylthiophene-3-carboxylic acid